CC=1OCC2=C(N1)C=CC(=C2)C 2,6-dimethyl-4H-benzo[d][1,3]oxazine